1-di-(phenoxyethyl)amino-3-phenylbut-3-ene O(C1=CC=CC=C1)CCN(CCC(=C)C1=CC=CC=C1)CCOC1=CC=CC=C1